N-(6-Bromopyrazin-2-yl)-2-chloroacetamide BrC1=CN=CC(=N1)NC(CCl)=O